N1N=CN=C1C1=CN=C2N1C=CC=C2 3-(1H-1,2,4-triazol-5-yl)imidazo[1,2-a]pyridine